(3S)-tert-Butyl 3-(2'-chloro-2-fluorobiphenyl-3-ylcarbamoyl)-5-((dimethylamino)methyl)-2-azabicyclo[3.1.0]hexane-2-carboxylate ClC1=C(C=CC=C1)C1=C(C(=CC=C1)NC(=O)[C@H]1N(C2CC2(C1)CN(C)C)C(=O)OC(C)(C)C)F